ClC1=CC=C(C=N1)C(=O)NC1=NN(C(=C1)C1=NC2=C(N1)C(=CC(=C2)OC)F)CC2=CC=C(C=C2)OC 6-chloro-N-[5-(7-fluoro-5-methoxy-1H-benzimidazol-2-yl)-1-[(4-methoxyphenyl)methyl]pyrazol-3-yl]pyridine-3-carboxamide